3-methyl-1-(oxetan-3-yl)-1H-pyrazolo[4,3-b]Pyridine CC1=NN(C=2C1=NC=CC2)C2COC2